C1(CC1)N(C=1N=CC(=NC1)C1=C(C=C(C(=C1)F)N1N=NC=C1)O)[C@H]1[C@H]([C@@H]2CC[C@H](C1)N2)F 2-(5-(cyclopropyl((1S,2S,3R,5R)-2-fluoro-8-azabicyclo[3.2.1]octan-3-yl)amino)pyrazin-2-yl)-4-fluoro-5-(1H-1,2,3-triazol-1-yl)phenol